3-cyano-4-fluoro-N-(3-(1-methyl-6-(trifluoromethyl)-1H-benzo[d]imidazol-5-yl)phenyl)benzamide C(#N)C=1C=C(C(=O)NC2=CC(=CC=C2)C2=CC3=C(N(C=N3)C)C=C2C(F)(F)F)C=CC1F